S-(2-pyridyl) cyclopropanethiocarboxylate C1(CC1)C(SC1=NC=CC=C1)=O